(R)-3-fluorophenyloxirane FC=1C=C(C=CC1)[C@H]1OC1